tert-butyl 4-(4-(((2-(2,6-dioxopiperidin-3-yl)-3-methyl-1-oxo-1,2,3,4-tetrahydrophthalazin-5-yl)amino)methyl)benzyl)piperazine-1-carboxylate O=C1NC(CCC1N1C(C2=CC=CC(=C2CN1C)NCC1=CC=C(CN2CCN(CC2)C(=O)OC(C)(C)C)C=C1)=O)=O